NC1=C2N=CN(C2=NC(=N1)C1=CC=C2C=NNC2=C1)C1CCC(CC1)C(=O)NC1=CC(=CC=C1)OC 4-[6-amino-2-(1H-indazol-6-yl)-9H-purin-9-yl]-N-(3-methoxyphenyl)cyclohexanecarboxamide